3-(3-piperidyl)urea N1CC(CCC1)NC(N)=O